COCCOCCOC(N[C@@H](CC(C)C)C(=O)N[C@H](C(C(NC1CC1)=O)=O)CC1=CC=CC=C1)=O ((1S)-1-((((1S)-1-benzyl-2,3-dioxo-3-(cyclopropylamino)propyl)amino)carbonyl)-3-methylbutyl)carbamic acid 5-methoxy-3-oxapentylester